tert-butyl (1R,2R)-2-((benzyloxy)methyl)cyclopropane-1-carboxylate C(C1=CC=CC=C1)OC[C@H]1[C@@H](C1)C(=O)OC(C)(C)C